tert-butyl (1R,4R,5S)-3-benzyl-1-methyl-4-(2-(4,4,5,5-tetramethyl-1,3,2-dioxaborolan-2-yl)ethyl)-3,8-diazabicyclo[3.2.1]octane-8-carboxylate C(C1=CC=CC=C1)N1C[C@]2(CC[C@@H]([C@H]1CCB1OC(C(O1)(C)C)(C)C)N2C(=O)OC(C)(C)C)C